4-(1H-imidazol-1-yl)-N-(6-(trifluoromethyl)pyridin-3-yl)picolinamide N1(C=NC=C1)C1=CC(=NC=C1)C(=O)NC=1C=NC(=CC1)C(F)(F)F